Cl.ClC=1C=2N(C=C(N1)C=1C=C(C=CC1)[C@@H](C)NCC)C=CN2 (R)-1-(3-(8-chloroimidazo[1,2-a]pyrazin-6-yl)phenyl)-N-ethylethan-1-amine HCl salt